BrC1=CC=C(C=C1)C=1N=C2N(C=CC=C2)C1CN1CC2C(C1)CN(C2)C(=O)N(C2=CC=CC=C2)C 5-{[2-(4-bromophenyl)imidazo[1,2-a]pyridin-3-yl]methyl}-N-methyl-N-phenylhexahydropyrrolo[3,4-c]pyrrol-2(1H)-carboxamide